FC=1C=C(C=CC1OC)NC(=O)NCC1=C(C=CC2=C1N(C=N2)C)OC 1-(3-fluoro-4-methoxyphenyl)-3-((6-methoxy-1-methyl-1H-benzimidazol-7-yl)methyl)urea